3-[4-[1-tetrahydropyran-2-yl-3-(trifluoromethyl)pyrazolo[3,4-b]pyridin-5-yl]oxyphenyl]-1-[5-(trifluoromethyl)-3-pyridyl]imidazolidine-2,4-dione O1C(CCCC1)N1N=C(C=2C1=NC=C(C2)OC2=CC=C(C=C2)N2C(N(CC2=O)C=2C=NC=C(C2)C(F)(F)F)=O)C(F)(F)F